3-(5-((4-((4'-fluoro-5,5-dimethyl-3,4,5,6-tetrahydro-[1,1'-biphenyl]-2-yl)methyl)-2-(trifluoromethyl)piperazin-1-yl)methyl)-1-oxoisoindolin-2-yl)piperidine-2,6-dione FC1=CC=C(C=C1)C1=C(CCC(C1)(C)C)CN1CC(N(CC1)CC=1C=C2CN(C(C2=CC1)=O)C1C(NC(CC1)=O)=O)C(F)(F)F